The molecule is an arenesulfonic acid that is 1,2-naphthoquinone substituted at position 4 with a sulfonic acid group. Used principally as a reagent in colorimetric determinations. It has a role as a colorimetric reagent. It is an arenesulfonic acid and a naphthalenone. C1=CC=C2C(=C1)C(=CC(=O)C2=O)S(=O)(=O)O